2-bromo-6-(2-bromo-4-(tert-butyl)phenyl)naphthalene BrC1=CC2=CC=C(C=C2C=C1)C1=C(C=C(C=C1)C(C)(C)C)Br